ClC1=CN(C2=CC(=C(C=C12)CN(C(OC(C)(C)C)=O)C1=NC=NC(=C1)Cl)F)[Si](C(C)C)(C(C)C)C(C)C tert-butyl ((3-chloro-6-fluoro-1-(triisopropylsilyl)-1H-indol-5-yl)methyl)(6-chloropyrimidin-4-yl)carbamate